C12CC(CC(CC1)N2)OC=2N=CC=1N=CN=C(C1N2)NC2=CC(=C(C=C2)OC2=CC=1N(C=C2)N=CN1)C 6-((8-Azabicyclo[3.2.1]octan-3-yl)oxy)-N-(4-([1,2,4]triazolo[1,5-a]pyridin-7-yloxy)-3-meth-ylphenyl)pyrimido[5,4-d]pyrimidin-4-amine